methyl 3,3-difluoro-1-methyl-5-nitro-2-oxoindoline-6-carboxylate FC1(C(N(C2=CC(=C(C=C12)[N+](=O)[O-])C(=O)OC)C)=O)F